(S)-1-(5-methylpyrimidin-2-yl)propane-2-sulfonamide CC=1C=NC(=NC1)C[C@H](C)S(=O)(=O)N